tert-butyl ((5-bromo-3-(hydroxymethyl)benzofuran-7-yl)methyl)(2,2,2-trifluoro ethyl)carbamate BrC=1C=C(C2=C(C(=CO2)CO)C1)CN(C(OC(C)(C)C)=O)CC(F)(F)F